2-morpholino-4(s)-(2-triethoxysilyl-ethyl)cyclohexan-1-ol O1CCN(CC1)C1C(CC[C@@H](C1)CC[Si](OCC)(OCC)OCC)O